C(C1=CC=CC=C1)(C1=CC=CC=C1)N1CC(C1)C(=NO)N 1-benzhydryl-N'-hydroxy-azetidine-3-carboxamidine